NC1=NC(=C2N(C(N(C2=N1)CC1=CC=C(C=C1)OC)=O)CC1=CC=CC=C1)OCC1=CC=CC=C1 2-amino-7-benzyl-6-(benzyloxy)-9-(4-methoxybenzyl)-7,9-dihydro-8H-purin-8-one